((6-hydroxy-5'-methyl-4-pentyl-2'-(prop-1-en-2-yl)-1',2',3',4'-tetrahydro-[1,1'-biphenyl]-2-yl)oxy)methyl diphenyl phosphate P(=O)(OCOC1=C(C(=CC(=C1)CCCCC)O)C1C(CCC(=C1)C)C(=C)C)(OC1=CC=CC=C1)OC1=CC=CC=C1